1-[1-[5-methyl-1-[4-(trifluoromethoxy)phenyl]pyrazol-3-yl]-4-piperidyl]-4-tetrahydropyran-4-yl-piperazine CC1=CC(=NN1C1=CC=C(C=C1)OC(F)(F)F)N1CCC(CC1)N1CCN(CC1)C1CCOCC1